CN1C(=NC=2C1=NC=CC2)C2=C(C(=C(C(=C2C2=NC=1C(=NC=CC1)N2C)N2C1=CC=CC=C1N(C=1C=CC=CC21)C)C2=CC=CC=C2)N2C1=CC=CC=C1N(C=1C=CC=CC21)C)N2C1=CC=CC=C1N(C=1C=CC=CC21)C 10,10',10''-(4,5-bis(3-methyl-3H-imidazo[4,5-b]pyridin-2-yl)-[1,1'-biphenyl]-2,3,6-triyl)tris(5-methyl-5,10-dihydrophenazine)